[Ir+3].C(C)(=O)CC(=O)[O-].C1=C(C=CC2=CC=CC=C12)C1=NC=CC=C1.C1=C(C=CC2=CC=CC=C12)C1=NC=CC=C1.C(C)(=O)CC(=O)[O-].C(C)(=O)CC(=O)[O-] Bis(2-(naphthalene-2-yl)pyridine) (acetylacetate) iridium (III)